4,4'-(1,4-Phenylenebis(oxy))bis(benzaldehyde) C1(=CC=C(C=C1)OC1=CC=C(C=O)C=C1)OC1=CC=C(C=O)C=C1